(2R,3R,5S)-2-(6-chloro-4-((R/S)-2-(2-fluorophenyl)piperidin-1-yl)-1H-pyrazolo[3,4-d]pyrimidin-1-yl)-5-(hydroxymethyl)-4-methylenetetrahydrofuran-3-ol ClC1=NC(=C2C(=N1)N(N=C2)[C@@H]2O[C@@H](C([C@H]2O)=C)CO)N2[C@H](CCCC2)C2=C(C=CC=C2)F |&1:20|